ethylenebis(methylaminoformamide) C(CN(C=O)NC)N(C=O)NC